(rac)-2-(6-amino-5-cyanopyridin-3-yl)-N-[2-(1-methyl-1H-1,2,3-triazol-4-yl)propan-2-yl]-6,7-dihydrospiro[pyrazolo[5,1-c][1,4]oxazine-4,3'-pyrrolidine]-1'-carboxamide NC1=C(C=C(C=N1)C1=NN2C(=C1)[C@@]1(CN(CC1)C(=O)NC(C)(C)C=1N=NN(C1)C)OCC2)C#N |r|